3-azabicyclo[3.2.1]oct-3-yl-[1-(methylsulfanylmethyl)-3-pyrazolo[1,5-a]pyridin-3-yl-pyrazolo[4,3-c]pyridin-6-yl]methanone C12CN(CC(CC1)C2)C(=O)C2=CC1=C(C=N2)C(=NN1CSC)C=1C=NN2C1C=CC=C2